diethyl isobutylmalonate C(C(C)C)C(C(=O)OCC)C(=O)OCC